C(OC1=C(C=C(C=C1)[N+](=O)[O-])C1CC(CC1)C1=NN(C(=C1)NC(CC1=CC(=NS1)C)=O)C(C)(C)C)([O-])=O 3-(1-(tert-butyl)-5-(2-(3-methylisothiazol-5-yl)acetamido)-1H-pyrazol-3-yl)cyclopentyl(4-nitro phenyl) carbonate